4-(benzyloxy)-5-fluoropyrimidine-2-carboxylic acid methyl ester COC(=O)C1=NC=C(C(=N1)OCC1=CC=CC=C1)F